1-hydroxy-2-oxo-3-(N-ethyl-2-aminoethyl)-3-ethyl-1-triazene CC[NH2+]CCN(CC)N(N=O)[O-]